C(C)OC(CCC=1C=C(C=C(C1F)C)C1=C(C=C(C=C1C)F)C)=O 3-(4,4'-difluoro-2',5,6'-trimethyl-[1,1'-biphenyl]-3-yl)propionic acid ethyl ester